FC1(C(N(C(C(O1)(F)F)(F)F)C(F)(F)F)(F)F)F 2,2,3,3,5,5,6,6-octafluoro-4-(trifluoromethyl)morpholine